Tert-butyl (3S)-3-[3-(methoxycarbonyl)-5-(5-methyl-1,3-thiazol-2-yl)phenoxy]pyrrolidine-1-carboxylate COC(=O)C=1C=C(O[C@@H]2CN(CC2)C(=O)OC(C)(C)C)C=C(C1)C=1SC(=CN1)C